OC(C(CC)CO)C 4-hydroxy-3-hydroxymethylpentane